C(C)(C)(C)OC(C(CCC(NCCN)=O)N1CCN(CCN(CCN(CC1)CC(OC(C)(C)C)=O)CC(OC(C)(C)C)=O)CC(=O)OC(C)(C)C)=O tert-butyl-4-[(2-aminoethyl)carbamoyl]-2-{4,7,10-tris[2-(tert-butoxy)-2-oxoethyl]-1,4,7,10-tetraazacyclododecan-1-yl}butanoate